N-(5-chloro-2-nitrophenyl)ethylsulfamide ClC=1C=CC(=C(C1)CCNS(=O)(=O)N)[N+](=O)[O-]